FC1=CC=C(C)C=C1.[Cl] chlorine 4-fluorotoluene